C(#N)C1=CC=C(CN2N=CC(=C2)C(=O)N2CC3(CN(C3)C(=O)C3(CC3)C(F)(F)F)C(C2)C(=O)O)C=C1 6-(1-(4-cyanobenzyl)-1H-pyrazole-4-carbonyl)-2-(1-(trifluoromethyl)cyclopropane-1-carbonyl)-2,6-diazaspiro[3.4]octane-8-carboxylic acid